C(#N)C1=CC=2N(N=C1)C(=CC2)C(=O)NC2=CC1=CN(N=C1C=C2C(C)(C)O)C2CCC(CC2)N2[C@H](CNCC2)COC 3-cyano-N-(6-(2-hydroxypropan-2-yl)-2-((1R,4r)-4-((R)-2-(methoxymethyl)piperazin-1-yl)cyclohexyl)-2H-indazol-5-yl)pyrrolo[1,2-b]pyridazine-7-carboxamide